C(C)(=O)SCCNC(CCNC([C@@H](C(COP(OP(OC[C@@H]1[C@H]([C@H]([C@@H](O1)N1C=NC=2C(N)=NC=NC12)O)OP(=O)(O)O)(=O)O)(=O)O)(C)C)O)=O)=O acetylcoenzyme A